(4-Octyloxyphenyl)-phenyliodonium tetrakis-(3,5-bis-trifluoromethylphenyl)-borat FC(C=1C=C(C=C(C1)C(F)(F)F)[B-](C1=CC(=CC(=C1)C(F)(F)F)C(F)(F)F)(C1=CC(=CC(=C1)C(F)(F)F)C(F)(F)F)C1=CC(=CC(=C1)C(F)(F)F)C(F)(F)F)(F)F.C(CCCCCCC)OC1=CC=C(C=C1)[I+]C1=CC=CC=C1